[N+](=O)([O-])CCCC(=O)C1C(CCC1)=O 2-(4-nitrobutyryl)-cyclopentanone